(S)-2-((tert-Butoxycarbonyl)(methyl)amino)-2-cyclopentylacetic acid C(C)(C)(C)OC(=O)N([C@H](C(=O)O)C1CCCC1)C